COCC=1C=NC=C(C(=O)NC2=CC(=CC=C2)[C@H](C)NC2=CN=C3C(=N2)N(N=C3)C)C1 (S)-5-(methoxymethyl)-N-(3-(1-((1-methyl-1H-pyrazolo[3,4-b]pyrazin-6-yl)amino)ethyl)phenyl)nicotinamide